CSC1=NC(=C2NC(=NC2=N1)CCC(=C)C)N 2-methylthio-isopentenyl-adenine